1,2-bis(4-(tert-butyl)phenyl)ethene C(C)(C)(C)C1=CC=C(C=C1)C=CC1=CC=C(C=C1)C(C)(C)C